2-benzyl-4-methylphenol C(C1=CC=CC=C1)C1=C(C=CC(=C1)C)O